CCC(COC(=O)C(C)CN1CC1)(COC(=O)C(C)CN2CC2)COC(=O)C(C)CN3CC3 trimethylolpropane tris[3-(1-aziridinyl)-2-methylpropionate]